C(#N)C=1C=C(C=CC1)N1N=C(C=C1C(=O)O)C(F)(F)F 2-(3-cyano-phenyl)-5-trifluoromethyl-pyrazole-3-carboxylic acid